OCC1=CC=CC(N1)=O 6-(hydroxymethyl)pyridin-2(1H)-one